(5-(3-(1-(3-iodobenzyl)-1H-pyrazol-3-yl)phenoxy)-1H-indol-4-yl)methanol IC=1C=C(CN2N=C(C=C2)C=2C=C(OC=3C(=C4C=CNC4=CC3)CO)C=CC2)C=CC1